N1=CC=C(C=C1)CC(C(=O)OCC)(C(=O)OCC)OC[C@H]1OC([C@@H]([C@]1(CC)OC(C)=O)OC(C)=O)OC(C)=O diethyl 2-(pyridin-4-ylmethyl)-2-(((2r,3r,4r)-3,4,5-triacetoxy-3-ethyltetrahydrofuran-2-yl) methoxy)-malonate